C(C)OC(=O)C=1NN=C2C1C=NC=C2 2H-pyrazolo[4,3-c]Pyridine-3-carboxylic acid ethyl ester